(3S,4R)-N-(2,3-Difluorophenyl)-1-Methyl-4-[1-Methyl-5-(Trifluoromethyl)Pyrazol-3-Yl]-2-Oxo-Pyrrolidine-3-Carboxamide FC1=C(C=CC=C1F)NC(=O)[C@H]1C(N(C[C@@H]1C1=NN(C(=C1)C(F)(F)F)C)C)=O